C([C@@H](O)[C@@H](O)[C@@H](O)[C@H](O)CO)O D-talitol